C[C@]1(CC[C@@H]2[C@H]3CC[C@@]4([C@H](CC[C@H]4[C@@H]3CC[C@@H]2C1)[C@H]1[C@@H](C1)CN1N=NN=C1C)C)O (3R,5R,8R,9R,10S,13S,14S,17R)-3,13-dimethyl-17-((1S,2R)-2-((5-methyl-1H-tetrazol-1-yl)methyl)cyclopropyl)hexadecahydro-1H-cyclopenta[a]phenanthren-3-ol